3-((7-Bromo-3,3-dibutyl-1,1-dioxo-5-phenyl-2,3,4,5-tetrahydro-1,5-benzothiazepin-8-yl)oxy)propanoic acid BrC=1C(=CC2=C(N(CC(CS2(=O)=O)(CCCC)CCCC)C2=CC=CC=C2)C1)OCCC(=O)O